ClC1=C(C(=O)NC=2C=C3C=C(N(C3=CC2)CCC)C(=O)O)C=C(C=C1)CNC(C(C)C)=O 5-(2-Chloro-5-(isobutyrylaminomethyl)benzoylamino)-1-propyl-1H-indole-2-carboxylic acid